OB1OCC2=C1C(=C(C=C2)C(=O)N[C@@H](C(C)C)C(=O)OCC2=CC(=C(C(=C2)F)F)F)C 3,4,5-Trifluorobenzyl (1-hydroxy-7-methyl-1,3-dihydrobenzo[c][1,2]oxaborole-6-carbonyl)-L-valinate